CC1=C(C=CC=C1C)C(C(CN(C=O)C=O)=O)C N-[3-(2,3-dimethylphenyl)-2-oxobutyl]-N-formylformamide